(R)-3-(3-chloro-4-fluorophenyl)-1-methyl-1-(1-(1-oxo-1,2-dihydro-2,6-naphthyridin-4-yl)ethyl)urea ClC=1C=C(C=CC1F)NC(N([C@H](C)C1=CNC(C2=CC=NC=C12)=O)C)=O